N-((3R,4S)-6-chloro-7-fluoro-4-hydroxychroman-3-yl)-2-(3-cyanoazetidin-1-yl)-6-methylpyridine-4-sulfonamide ClC=1C=C2[C@@H]([C@@H](COC2=CC1F)NS(=O)(=O)C1=CC(=NC(=C1)C)N1CC(C1)C#N)O